1-(4-Fluorophenyl)-2-oxo-5-vinyl-1,2-dihydropyridine-3-carboxylic acid FC1=CC=C(C=C1)N1C(C(=CC(=C1)C=C)C(=O)O)=O